N-methyl-N-(3-nitrobenzyl)aniline CN(C1=CC=CC=C1)CC1=CC(=CC=C1)[N+](=O)[O-]